FC1=C(COC2=C(C(N(C(=C2)C)C2=C(C=C(C=C2)C(CO)O)C)=O)Cl)C=CC(=C1)F 4-(2,4-difluorobenzyloxy)-3-chloro-1-(4-(1,2-dihydroxyethyl)-2-methylphenyl)-6-methylpyridin-2(1H)-one